peroxy hydride OO